(2-bromo-4-nitrophenyl)-(4-methyl-2-phenylpiperazin-1-yl)methanone BrC1=C(C=CC(=C1)[N+](=O)[O-])C(=O)N1C(CN(CC1)C)C1=CC=CC=C1